(3S,4R)-heptane-3,4-diol CC[C@@H]([C@@H](CCC)O)O